FC(OC1=NC=CC=C1O)(F)F 2-(trifluoromethoxy)pyridin-3-ol